ClC1=C(C=C(C=C1)NC(=O)N1[C@@H]2C[C@@H](C[C@]1(C2)CC#N)C)N2N=CC=N2 (1S,3S,5R)-N-(4-chloro-3-(2H-1,2,3-triazol-2-yl)phenyl)-1-(cyanomethyl)-3-methyl-6-azabicyclo[3.1.1]heptane-6-carboxamide